C(C)(=O)NC1=CC=C(C=NN)C=C1 4-acetamidobenzaldehyde hydrazone